(3R)-3-amino-7-[5-(1-amino-2,2,2-trifluoro-ethyl)-1,2,4-oxadiazol-3-yl]-8-fluoro-5-[(4-isopropoxyphenyl)methyl]-1,1-dioxo-2,3-dihydro-1λ6,5-benzothiazepin-4-one N[C@H]1CS(C2=C(N(C1=O)CC1=CC=C(C=C1)OC(C)C)C=C(C(=C2)F)C2=NOC(=N2)C(C(F)(F)F)N)(=O)=O